17α-Acetoxy-6α-methylpregn-4-ene-3,11,20-trione C(C)(=O)O[C@]1(C(C)=O)CC[C@H]2[C@@H]3C[C@@H](C4=CC(CC[C@]4(C)[C@H]3C(C[C@]12C)=O)=O)C